N-(2-((4-(2-Azidopropan-2-yl)-6-chloro-2,7-naphthyridin-1-yl)oxy)ethyl)-N-methylacetamide N(=[N+]=[N-])C(C)(C)C1=CN=C(C2=CN=C(C=C12)Cl)OCCN(C(C)=O)C